C(CCCCCCCCCCC\C=C/CCCCCCCC)OC(CCCCCCC)=O caprylic acid erucyl ester